3,7-dimethyloct-7-enol CC(CCO)CCCC(=C)C